1-amino-3-azabicyclo[3.1.1]heptane-2,4-dione NC12C(NC(C(C1)C2)=O)=O